1,3-diethenyl-1,1,3,3-tetramethyldisiloxane platinum [Pt].C(=C)[Si](O[Si](C)(C)C=C)(C)C